(1-(7,8-dichloro-4-(1H-imidazol-1-yl)quinolin-2-yl)pyrrolidin-2-yl)methanamine ClC1=CC=C2C(=CC(=NC2=C1Cl)N1C(CCC1)CN)N1C=NC=C1